silver trinitropyrazolate salt [N+](=O)([O-])C1(N(N(C=C1)[N+](=O)[O-])[N+](=O)[O-])C(=O)[O-].[Ag+]